C1(C=CC=C1)[Ti](C1=C(C(=CC=C1F)N(CC(C)C)C(C1=CC=CC=C1)=O)F)(C1=C(C(=CC=C1F)N(CC(C)C)C(C1=CC=CC=C1)=O)F)C1C=CC=C1 bis(cyclopentadienyl)bis[2,6-difluoro-3-(N-isobutylbenzoylamino)phenyl]titanium